1,4-bis[(2,6-dibromo-4-methylphenyl)amino]-9,10-anthraquinone BrC1=C(C(=CC(=C1)C)Br)NC1=CC=C(C=2C(C3=CC=CC=C3C(C12)=O)=O)NC1=C(C=C(C=C1Br)C)Br